tert-butyl 3-methyl-3-(methylsulfonylmethyl)azetidine-1-carboxylate CC1(CN(C1)C(=O)OC(C)(C)C)CS(=O)(=O)C